FC1=CC2=C(N(C(=N2)N2C[C@@H]3[C@H](OCCN3)CC2)[C@H](C)C2=CC=C(C=N2)C#N)C(=C1)F 6-((1R)-1-(5,7-Difluoro-2-((4aR,8aR)-hexahydro-2H-pyrido[4,3-b][1,4]oxazin-6(5H)-yl)-1H-benzimidazol-1-yl)ethyl)-3-pyridincarbonitril